2-t-butylaminoethyl methacrylate C(C(=C)C)(=O)OCCNC(C)(C)C